2-methyl-6-[2-(piperazin-1-yl)[1,3]thiazolo[4,5-b]pyrazin-6-yl]imidazo[1,2-a]pyridine CC=1N=C2N(C=C(C=C2)C=2N=C3C(=NC2)N=C(S3)N3CCNCC3)C1